COCC1=C(C=CC=C1)OC (methoxymethyl)anisole